N-(7-cyano-2,3-dihydro-1H-inden-4-yl)-2-(4-((1-(2-(2,6-dioxopiperidin-3-yl)-1,3-dioxoisoindolin-5-yl)azetidin-3-yl)ethynyl)-1H-pyrazol-1-yl)-2-methylpropanamide C(#N)C=1C=CC(=C2CCCC12)NC(C(C)(C)N1N=CC(=C1)C#CC1CN(C1)C=1C=C2C(N(C(C2=CC1)=O)C1C(NC(CC1)=O)=O)=O)=O